5-(trifluoro-methyl)-1H-pyrazole-4-carbaldehyde FC(C1=C(C=NN1)C=O)(F)F